ClC1=C(C(=O)N(CC=2OC=CC2)CC2=C(C=C(C=C2)N2CCCC2)N(S(=O)(=O)C=2C=CC3=C(C(=C(O3)C(=O)OCC)C)C2)CC)C=CC=C1 ethyl 5-(N-(2-((2-chloro-N-(furan-2-ylmethyl) benzamido) methyl)-5-(pyrrolidin-1-yl) phenyl)-N-ethylsulfamoyl)-3-methylbenzofuran-2-carboxylate